C(C1=CC=CC=C1)OC(=O)N1[C@@H]([C@H](CCC1)C(=O)O)C (2R,3S)-1-((benzyloxy)carbonyl)-2-methylpiperidine-3-carboxylic acid